CN1N=C(C=C1C)CC(=O)NC1=NC=CC(=C1)C1=C(C2=NC=CC=C2N1)C1=NC=CC=C1 2-(1,5-dimethylpyrazol-3-yl)-N-[4-[3-(2-pyridyl)-1H-pyrrolo[3,2-b]pyridin-2-yl]-2-pyridyl]acetamide